O1[C@@H](C1)C=1C=CC(=NC1)C(F)(F)F 5-(2R)-2-oxiranyl-2-(trifluoromethyl)pyridine